ClC1=CC=C(C=C1)C(C(=O)NC1CN(C1)C1=CC(=C(C(=C1)F)C1C(NC(CC1)=O)=O)F)(F)F 2-(4-chlorophenyl)-N-(1-(4-(2,6-dioxopiperidin-3-yl)-3,5-difluorophenyl)azetidin-3-yl)-2,2-difluoroacetamide